rac-(1r,2r,3s,4r,5s)-N-(4-chloro-3-(trifluoromethyl)phenyl)-5-hydroxy-3-(3-(trifluoromethyl)phenyl)-7-oxabicyclo[2.2.1]heptane-2-carboxamide ClC1=C(C=C(C=C1)NC(=O)[C@H]1[C@H]2C[C@@H]([C@@H]([C@@H]1C1=CC(=CC=C1)C(F)(F)F)O2)O)C(F)(F)F |r|